2-[2,2-difluoro-7-(2,3,4,7-tetrahydro-1H-azepin-5-yl)-1,3-benzodioxol-5-yl]-N4,6-dimethyl-pyrimidine-2,4-diamine FC1(OC2=C(O1)C(=CC(=C2)C2(NC(=CC(=N2)NC)C)N)C=2CCCNCC2)F